FC=1C=CC(=C(C(=O)N(C(C)C)CC)C1)C=1C=2N(C=C(C1)C1CN(C1)[C@H](C(C)C)CCCN1CCN(CC1)CCO)C(=NC2)C 5-Fluoro-2-(6-{1-[(3S)-6-[4-(2-hydroxyethyl)piperazin-1-yl]-2-methylhexane-3-yl]azetidin-3-yl}3-methyl-imidazo[1,5-a]pyridin-8-yl)-N-ethyl-N-(isopropyl)benzamide